CN(C1=CC=C(OC=2N=C(C3=C(N2)C=NC=C3)O)C=C1)CC1CCCC3=CC=CC=C13 2-{4-[methyl-(1,2,3,4-tetrahydro-naphthalen-1-ylmethyl)-amino]-phenoxy}pyrido[3,4-d]pyrimidin-4-ol